C(C\C=C\CCCCCCCC)(C(=O)O)C(=O)O trans-3-dodecene-1,1-dicarboxylic acid